O1C2=C(OCC1)C=C(C=C2)NC(=O)C=2C(NC=CC2NC2=C(C1=C(OCCN1)N=C2)C)=O N-(2,3-dihydrobenzo[b][1,4]dioxin-6-yl)-4-((8-methyl-2,3-dihydro-1H-pyrido[2,3-b][1,4]oxazin-7-yl)amino)-2-oxo-1,2-dihydropyridine-3-carboxamide